NC1=C2N=C(N(C2=NC(=N1)OCCO)C1OCCCC1)Br 2-((6-amino-8-bromo-9-(tetrahydro-2H-pyran-2-yl)-9H-purin-2-yl)oxy)ethan-1-ol